NC1=NC2=C(C=3N1N=C(N3)C=3OC=CC3)C=NN2C(C(=O)NCC2(COC2)O)(C)C2=CC=CC=C2 2-(5-amino-2-(furan-2-yl)-7H-pyrazolo[4,3-e][1,2,4]triazolo[1,5-c]pyrimidin-7-yl)-N-((3-hydroxyoxetan-3-yl)methyl)-2-phenylpropanamide